C(#N)C1=C(OC2=CC=C3N=CC(=NC3=C2)C2CC3(CN(C3)C(=O)OC(C)(C)C)C2)C(=CC=C1NS(N(CCOC1OCCCC1)C)(=O)=O)F tert-butyl 6-[7-[2-cyano-6-fluoro-3-[[methyl(2-tetrahydropyran-2-yloxyethyl)sulfamoyl]amino]phenoxy]quinoxalin-2-yl]-2-azaspiro[3.3]heptane-2-carboxylate